OCC=1N=C(NC1)C=1C=C(OC2=C(C=3C=CNC3C=C2)C(=O)NCC(C(F)(F)F)O)C=CC1 5-(3-(4-(Hydroxymethyl)-1H-imidazol-2-yl)phenoxy)-N-(3,3,3-trifluoro-2-hydroxypropyl)-1H-indole-4-carboxamide